C1(CC1)[C@@H]1[C@H](N1)C(=O)OCC ethyl (2S,3R)-3-cyclopropylazacyclopropane-2-carboxylate